C1CC12CCN(CC2)C2=C(C(=O)NC=1C=C3C=CC(=NC3=C(N1)N1CCC(CC1)(F)F)O)C=CC(=C2)I 2-{6-azaspiro[2.5]octan-6-yl}-N-[8-(4,4-difluoropiperidin-1-yl)-2-hydroxy-1,7-naphthyridin-6-yl]-4-iodobenzamide